C\C(=C/C(=O)OCC(=O)NCC1=C(C=C(C(=C1)OC)O)I)\CCC=C(C)C (E)-2-((4-hydroxy-2-iodo-5-methoxybenzyl)amino)-2-oxoethyl 3,7-dimethylocta-2,6-dienoate